tert-butyl 4-[1-(3,4-difluorophenyl)-5-methyl-pyrazol-3-yl]piperazine-1-carboxylate FC=1C=C(C=CC1F)N1N=C(C=C1C)N1CCN(CC1)C(=O)OC(C)(C)C